C(C1=CC=CC=C1)OC=1C=C2CCC=C(C2=CC1)C1=CC=C(C=C1)O 4-(6-benzyloxy-3,4-dihydronaphthalen-1-yl)phenol